NC1=NC=2C=NC(=CC2C2=C1C=NN2C)C(=O)N([C@H]2COC1=C2C=CC(=C1)C(F)(F)F)CC 4-amino-N-ethyl-1-methyl-N-((3R)-6-(trifluoromethyl)-2,3-dihydro-1-benzofuran-3-yl)-1H-pyrazolo[4,3-c][1,7]naphthyridine-8-carboxamide